FC(OC1=CC=C(OC=2C=CC3=C(N(C=N3)CC3(COC3)O)C2)C=C1)(F)F 3-({6-[4-(trifluoromethoxy)phenoxy]-1H-benzimidazol-1-yl}methyl)oxetan-3-ol